N-(5-((6-((S)-3-benzylisoxazolidine-2-yl)pyrimidine-4-yl)amino)-2-(4-(2-(dimethylamino)ethyl)piperazine-1-yl)-4-methoxyphenyl)acrylamide C(C1=CC=CC=C1)[C@@H]1N(OCC1)C1=CC(=NC=N1)NC=1C(=CC(=C(C1)NC(C=C)=O)N1CCN(CC1)CCN(C)C)OC